8-(((Diphenylmethylene)hydrazino)methyl)-7-hydroxy-4-methyl-2H-benzopyran-2-one C1(=CC=CC=C1)C(C1=CC=CC=C1)=NNCC1=C(C=CC=2C(=CC(OC21)=O)C)O